benzyl (S)-2-((R)-5-(2-amino-1H-imidazol-1-yl)-2-((tert-butoxycarbonyl)amino)pentanamido)-3-(4-hydroxy-2,6-dimethylphenyl)propanoate NC=1N(C=CN1)CCC[C@H](C(=O)N[C@H](C(=O)OCC1=CC=CC=C1)CC1=C(C=C(C=C1C)O)C)NC(=O)OC(C)(C)C